N1=CC(=CC=C1)CNC1=NC=CC(=C1)C1=CNC2=NC=CC(=C21)OC2=CC=C1CCN(CC1=C2)C(=O)OC(C)(C)C tert-Butyl 7-((3-(2-((pyridin-3-ylmethyl)amino)pyridin-4-yl)-1H-pyrrolo[2,3-b]pyridin-4-yl)oxy)-3,4-dihydroisoquinoline-2(1H)-carboxylate